N1N=CC2=CC=C(C=C12)C1=NC(=NC(=N1)NCCC1=NC=C(C=C1)C(F)(F)F)N 6-(1H-indazol-6-yl)-N2-[2-[5-(trifluoromethyl)-2-pyridyl]ethyl]-1,3,5-triazine-2,4-diamine